COCCCN1N=CC=C1C(=O)O 2-(3-Methoxypropyl)pyrazole-3-carboxylic acid